C(C)(C)C1=C(C(=CC=C1)C(C)C)[Li] 2,6-diisopropylphenyl-lithium